COC1=C(C=CC=C1)N1CCN(CC1)C/C=C/CN trans-4-[4-(2-methoxyphenyl)piperazinyl]2-buten-1-amine